OC=1NC(=CC1)O 2,5-dihydroxypyrrol